(6S)-6-tert-butyl-N-{(1R)-3-[4-(hydroxymethyl)piperidin-1-yl]-1-phenylpropyl}-5,6,7,8-tetrahydrothieno[2,3-b]quinoline-2-carboxamide C(C)(C)(C)[C@@H]1CC=2C=C3C(=NC2CC1)SC(=C3)C(=O)N[C@H](CCN3CCC(CC3)CO)C3=CC=CC=C3